ClCC(=O)N[C@@H]1CN(CC[C@H]1O)C(=O)OC(C)(C)C tert-butyl (3R,4R)-3-[(2-chloroacetyl)amino]-4-hydroxy-piperidine-1-carboxylate